2,2-dimethyl-4-oxo-3,8,11-trioxa-5-aza-tetradecan-14-oic acid CC(C)(OC(NCCOCCOCCC(=O)O)=O)C